ethyl 2-(4-((2-((tert-butoxycarbonyl)amino)ethyl)amino)phenyl)-2-phenylacetate C(C)(C)(C)OC(=O)NCCNC1=CC=C(C=C1)C(C(=O)OCC)C1=CC=CC=C1